NC(CCNC(=O)C=1N(C=C(C1)NC(=O)C=1N(C=C(C1)NC(C1=CC=C(C=C1)\C=C\C=1SC2=C(N1)C=CC=C2)=O)C)C)=N (E)-N-(3-amino-3-iminopropyl)-4-(4-(4-(2-(benzo[d]thiazol-2-yl)vinyl)benzamido)-1-methyl-1H-pyrrole-2-carboxamido)-1-methyl-1H-pyrrole-2-carboxamide